NCC1(C[C@@H](CC1)NC(OC(C)(C)C)=O)O tert-butyl ((1R)-3-(aminomethyl)-3-hydroxycyclopentyl)carbamate